NC1=CC2=C(C=N1)N(C(N2[C@H]2C[C@@](CC2)(C)NC(OC)=O)=O)C([2H])([2H])[2H] methyl ((1S,3R)-3-(6-amino-3-(methyl-d3)-2-oxo-2,3-dihydro-1H-imidazo[4,5-c]pyridin-1-yl)-1-methylcyclopentyl)carbamate